6-Bromo-N-(1-methylpiperidin-4-yl)-2-(4-morpholin-4-ylphenyl)-3H-imidazo[4,5-b]pyridin-7-amine BrC=1C(=C2C(=NC1)NC(=N2)C2=CC=C(C=C2)N2CCOCC2)NC2CCN(CC2)C